C(C)(C)(C)OC(=O)C1=NN(C=C1)S(=O)(=O)C 1-(methylsulfonyl)-1H-pyrazole-3-carboxylic acid tert-butyl ester